N-((6-(1-(difluoromethyl)-1H-pyrazol-3-yl)-4-(4-fluorophenyl)pyridin-2-yl)methyl)propionamide FC(N1N=C(C=C1)C1=CC(=CC(=N1)CNC(CC)=O)C1=CC=C(C=C1)F)F